(±)-propanol hydrochloride Cl.C(CC)O